2-aminocyclopentan-1-ol hydrochloride Cl.NC1C(CCC1)O